5-(chloromethyl)-1-(4-methoxyphenyl)pyrazole ClCC1=CC=NN1C1=CC=C(C=C1)OC